5-acetamido-N,N'-bis(2,3-dihydroxypropyl)2,4,6-triiodoisophthalamide C(C)(=O)NC=1C(=C(C(=C(C(=O)NCC(CO)O)C1I)I)C(=O)NCC(CO)O)I